1-(1-methylpiperidine-4-yl)piperazine trichloride [Cl-].[Cl-].[Cl-].CN1CCC(CC1)N1CCNCC1